N-(6-(difluoromethyl)pyridin-2-yl)-8-ethoxy-2-((1R,4S)-1-methyl-2-oxabicyclo[2.2.1]hept-4-yl)imidazo[1,2-a]pyrazine-6-carboxamide FC(C1=CC=CC(=N1)NC(=O)C=1N=C(C=2N(C1)C=C(N2)[C@]21CO[C@](CC2)(C1)C)OCC)F